5-(2-fluorophenyl)-3-(1-hydroxyethyl)-2,6-dimethyl-7H-thieno[3,2-b]pyran-7-one FC1=C(C=CC=C1)C1=C(C(C2=C(O1)C(=C(S2)C)C(C)O)=O)C